3-aminobicyclo[1.1.1]Pentane-1-ol hydrochloride Cl.NC12CC(C1)(C2)O